S1C(=NC=C1)C=1SC=CC1.[Br] bromine thiazole-2-yl-thiophene